Diphenyldivinyltetra-ethoxytrisilan C1(=CC=CC=C1)[Si]([Si]([Si](OCC)(OCC)OCC)(OCC)C=C)(C=C)C1=CC=CC=C1